(1-ethyloctyl)benzene ethylhexyl-cyclohexanedicarboxylate C(C)C1(C(CCCC1)(C(=O)O)C(=O)O)CCCCCC.C(C)C(CCCCCCC)C1=CC=CC=C1